BrC1=CC=C(C=C1)N1N=C(C(=C1)[C@H]1O[C@@H](C(N1C1=CC=C(C=C1)OC(C)C)=O)C)C1=CC=C(C=C1)F (2R,5R)-2-(1-(4-bromophenyl)-3-(4-fluorophenyl)-1H-pyrazol-4-yl)-3-(4-isopropoxyphenyl)-5-methyl-oxazolidin-4-one